1,3,3-trimethylphenylindan-6-amine CC1(CC(CC=C1)(C)C)C1CCC2=CC=C(C=C12)N